N-[(4-{[(1-morpholin-4-ylcyclohexyl)methyl]amino}-3-nitrophenyl)sulfonyl]-2-(1H-pyrrolo[2,3-b]pyridin-5-yloxy)benzamide N1(CCOCC1)C1(CCCCC1)CNC1=C(C=C(C=C1)S(=O)(=O)NC(C1=C(C=CC=C1)OC=1C=C2C(=NC1)NC=C2)=O)[N+](=O)[O-]